FC(C(C(F)(F)F)OC(C)(C)C)(F)F 1,1,1,3,3,3-Hexafluoro-2-t-butoxypropane